1-(6-methoxy-2-(4-methyl-1,4-diazepan-1-yl)-7-(3-(pyrrolidin-1-yl)propoxy)quinazolin-4-yl)piperidin-3-amine COC=1C=C2C(=NC(=NC2=CC1OCCCN1CCCC1)N1CCN(CCC1)C)N1CC(CCC1)N